2-(2-methylpyridin-4-yl)oxazole-4-carboxamide tert-butyl-(3-(1-(2,4-difluorophenyl)-1,2,3,4-tetrahydroisoquinoline-2-carboxamido)bicyclo[1.1.1]pentan-1-yl)carbamate C(C)(C)(C)N(C(O)=O)C12CC(C1)(C2)NC(=O)N2C(C1=CC=CC=C1CC2)C2=C(C=C(C=C2)F)F.CC2=NC=CC(=C2)C=2OC=C(N2)C(=O)N